CC1=C2C3C=CC(C2=C(C=C1)C)O3 5,8-dimethyl-1,4-dihydro-1,4-epoxynaphthalene